4-(glycyloxy)butanoic acid NCC(=O)OCCCC(=O)O